5-bromobenzofuran-2(3H)-one BrC=1C=CC2=C(CC(O2)=O)C1